FC1=C(CC=2C=3N(C=C(N2)C2=NC(=NN2)C(F)(F)F)N=CN3)C=CC=C1F 8-(2,3-difluorobenzyl)-6-(3-(trifluoromethyl)-1H-1,2,4-triazol-5-yl)-[1,2,4]triazolo[1,5-a]pyrazine